C(C)(C)(C)OC(=O)NCCC=1SC(=C(N1)C(=O)O)C 2-(2-{[(tert-butoxy)carbonyl]amino}ethyl)-5-methyl-1,3-thiazole-4-carboxylic acid